Di-chloro-tetra-methyl-disilane Cl[Si]([Si](C)(C)C)(C)Cl